difluorobenzo[d][1,3]dioxol-5-amine FC1=C(C=CC=2OC(OC21)F)N